C1(=CC=CC=C1)[C@@H]1CC[C@H]2OC3(C(N21)=O)CCN(CC3)C=3SC=C(N3)C3=NC=CC=C3 (5'S,7a'R)-5'-phenyl-1-[4-(pyridin-2-yl)-1,3-thiazol-2-yl]tetrahydro-3'H-spiro[piperidine-4,2'-pyrrolo[2,1-b][1,3]oxazol]-3'-one